C(C)(C)(C)[Si](OC1CCC(CC1)N1N=CC(=C1C)C=1C=C(C=2N(C1)N=CC2C#N)O)(C)C 6-[1-[4-[tertbutyl(dimethyl)silyl]oxycyclohexyl]-5-methyl-pyrazol-4-yl]-4-hydroxy-pyrazolo[1,5-a]pyridine-3-carbonitrile